Cl.Cl.N1=CC(=C2N1C=CC=C2)C#N pyrazolo[1,5-a]Pyridine-3-carbonitrile dihydrochloride